ClC1=C(\C=C/2\ON(OS2)CCCCCCC(=O)O)C=CC=C1 (Z)-7-(5-(2-chlorobenzylidene)-2,4-dioxathiazolidine-3-yl)heptanoic acid